2-((5-amino-4-((2-(dimethylamino)ethyl)(methyl)amino)-2-methoxyphenyl)amino)-4-(5-Carbamoyl-6-(methylamino)pyridin-3-yl)pyrimidine-5-carboxylic acid isopropyl ester C(C)(C)OC(=O)C=1C(=NC(=NC1)NC1=C(C=C(C(=C1)N)N(C)CCN(C)C)OC)C=1C=NC(=C(C1)C(N)=O)NC